(S)-N-(1-(6-(3,5-difluoropyridin-2-yl)-5-fluoro-1-neopentyl-1H-indol-3-yl)-2,2-difluoroethyl)cyclopropanesulfonamide FC=1C(=NC=C(C1)F)C1=C(C=C2C(=CN(C2=C1)CC(C)(C)C)[C@@H](C(F)F)NS(=O)(=O)C1CC1)F